2-(((S)-1-(1H-tetrazol-1-yl)propan-2-yl)oxy)-4-(2-((3-(3-(difluoromethoxy)propoxy)-1-((1r,4r)-4-morpholinocyclohexyl)-1H-pyrazol-4-yl)amino)pyrimidin-5-yl)benzonitrile N1(N=NN=C1)C[C@H](C)OC1=C(C#N)C=CC(=C1)C=1C=NC(=NC1)NC=1C(=NN(C1)C1CCC(CC1)N1CCOCC1)OCCCOC(F)F